C(C)(C)C=1C=C(C=CC1)C(=C)CC(C)(C)C1=CC(=CC=C1)C(C)C 2,4-bis(3-isopropylphenyl)-4-methyl-1-pentene